C(C)(C)C1=C2C=C(N=CC2=C(N=C1)N1CC(C1)CS(=O)(=O)C)NC1=NC(=NC=C1)C1=CN=C(S1)C 5-Isopropyl-8-(3-((methylsulfonyl)methyl)azetidin-1-yl)-N-(2-(2-methylthiazol-5-yl)pyrimidin-4-yl)-2,7-naphthyridin-3-amine